8-bromo-6-methylimidazo[1,5-a]quinoxalin-4-ol BrC1=CC(=C2N=C(C=3N(C2=C1)C=NC3)O)C